CN(CC[C@H](CSC1=CC=C(C=C1)F)NC1=C(C=C(C=C1F)S(=O)(=O)NC(=O)[C@@]12OCC[C@@H](OC1)C2)F)C (1S,5R)-N-((4-(((R)-4-(DIMETHYLAMINO)-1-((4-FLUOROPHENYL)THIO)BUTAN-2-YL)AMINO)-3,5-DIFLUOROPHENYL)SULFONYL)-2,6-DIOXABICYCLO[3.2.1]OCTANE-1-CARBOXAMIDE